disilver oxygen(2-) [O-2].[Ag+].[Ag+]